C(CCC(=O)O)(=O)O.C(C1=CC=CC=C1)NC([C@@H](C)N1C([C@H](CC1=O)N(C)C)=O)=O (2R,S)-N-benzyl-2-(3-(dimethylamino)-2,5-dioxopyrrolidin-1-yl)propanamide succinate